C(C=C)N1N(C2=NC(=NC=C2C1=O)NC=1C=C2C=NN(C2=CC1)CC(C)C)C1=NC(=CC=C1)OC1CCNCC1 2-allyl-6-((1-isobutyl-1H-indazol-5-yl)amino)-1-(6-(piperidin-4-yloxy)pyridin-2-yl)-1,2-dihydro-3H-pyrazolo[3,4-d]pyrimidin-3-one